C1=CC=CC=2C3=CC=CC=C3N(C12)CCCOP(O)(O)=O [3-(9H-carbazol-9-yl)propyl]phosphoric acid